C(CCCCCCC\C=C/C\C=C/CCCCC)(=O)OCC(COC(CCC(OCCCCCCCC)OCCCCCCCC)=O)=O 3-((4,4-bis(octyloxy)butanoyl)oxy)-2-oxopropyl (9Z,12Z)-octadeca-9,12-dienoate